4-[6-(2,8-dimethylimidazo[1,2-b]pyridazin-6-yl)-8-fluoro-[1,2,4]triazolo[1,5-a]pyridin-2-yl]piperidine-1-carboxylic acid tert-butyl ester C(C)(C)(C)OC(=O)N1CCC(CC1)C1=NN2C(C(=CC(=C2)C=2C=C(C=3N(N2)C=C(N3)C)C)F)=N1